FC([C@@]([C@@H](C(=O)NO)NC(C1=CC=C(C=C1)C#CC(F)(F)F)=O)(C)O)F N-((2S,3S)-4,4-difluoro-3-hydroxy-1-(hydroxyamino)-3-methyl-1-oxobutan-2-yl)-4-(3,3,3-trifluoroprop-1-yn-1-yl)benzamide